3,4,4a,5-tetrahydro-2,3,4,7-tetrahydroxy-(1,3)dioxolo(4,5-j)phenanthridin-6(2H)-one OC1C=C2C3=CC4=C(C(=C3C(NC2C(C1O)O)=O)O)OCO4